(3-((5-chloro-3-((3,5-dimethylphenyl)sulfonyl)-1H-indole-2-carboxamido)methyl)phenyl)boronic acid ClC=1C=C2C(=C(NC2=CC1)C(=O)NCC=1C=C(C=CC1)B(O)O)S(=O)(=O)C1=CC(=CC(=C1)C)C